O=C1NC(CCC1N1C(C2=CC=C(C=C2C1)N1CCC1)=O)=O 1-(2-(2,6-dioxopiperidin-3-yl)-1-oxoisoindolin-5-yl)azetidin